4-chloro-N-((1S,2R)-2-(3-cyano-6-fluoro-2-methylphenyl)-1-(5-oxo-4,5-dihydro-1,3,4-oxadiazol-2-yl)propyl)-2-methoxybenzenesulfonamide ClC1=CC(=C(C=C1)S(=O)(=O)N[C@@H]([C@H](C)C1=C(C(=CC=C1F)C#N)C)C=1OC(NN1)=O)OC